(3S,4S)-1-(4-((S)-4-(3,3-dimethylbutanoyl)-3-(tetradecylcarbamoyl)piperazine-1-carbonyl)benzoyl)-N3,N4-bis((1S,2R)-2-phenylcyclopropyl)pyrrolidine-3,4-dicarboxamide CC(CC(=O)N1[C@@H](CN(CC1)C(=O)C1=CC=C(C(=O)N2C[C@H]([C@@H](C2)C(=O)N[C@@H]2[C@H](C2)C2=CC=CC=C2)C(=O)N[C@@H]2[C@H](C2)C2=CC=CC=C2)C=C1)C(NCCCCCCCCCCCCCC)=O)(C)C